5-[4-amino-5-(trifluoromethyl)pyrrolo[2,1-f][1,2,4]triazin-7-yl]-N-[(3R,4S)-1-[1-(2,4-difluorophenyl)ethyl]-4-fluoropyrrolidin-3-yl]-2-methoxypyridine-3-carboxamide NC1=NC=NN2C1=C(C=C2C=2C=C(C(=NC2)OC)C(=O)N[C@@H]2CN(C[C@@H]2F)C(C)C2=C(C=C(C=C2)F)F)C(F)(F)F